3-amino-2-hydroxymethyl-n-propane-1-ol (1,4-dioxepan-6-yl)methyl-(1-hydroxy-7-methyl-1,3-dihydrobenzo[c][1,2]oxaborole-6-carbonyl)-L-valinate O1CCOCC(C1)CN([C@@H](C(C)C)C(=O)OCC(CN)CO)C(=O)C=1C=CC2=C(B(OC2)O)C1C